C12(CC3CC(CC(C1)C3)C2)C(=O)C2=CC=CC=C2 adamantyl-(phenyl)methanone